ClC1=NC=C(C(=N1)C1=CNC2=C(C=CC=C12)C)OC 3-(2-chloro-5-methoxypyrimidin-4-yl)-7-methyl-1H-indole